N-(3,4-dichlorophenyl)-4-[4-(3-fluorophenyl)-2-oxo-2,3-dihydro-1H-1,3-benzodiazol-1-yl]piperidine-1-carboxamide ClC=1C=C(C=CC1Cl)NC(=O)N1CCC(CC1)N1C(NC2=C1C=CC=C2C2=CC(=CC=C2)F)=O